3-((2-((4-(4-(3-bromo-4-fluorophenyl)-5-oxo-4,5-dihydro-1,2,4-oxadiazol-3-yl)-1,2,5-oxadiazol-3-yl)amino)ethyl)amino)azetidine-1-carbamic acid tert-butyl ester C(C)(C)(C)OC(NN1CC(C1)NCCNC1=NON=C1C1=NOC(N1C1=CC(=C(C=C1)F)Br)=O)=O